2-((trimethylsilyl)ethynyl)isonicotinic acid methyl ester COC(C1=CC(=NC=C1)C#C[Si](C)(C)C)=O